CC(CNC(\C=C\C=C/CCC#CC#C)=O)CC undeca-2E,4Z-dien-8,10-diynoic acid 2-methylbutylamide